4-(3-cyano-4-ethoxyphenyl)-2-thiazolecarboxylic acid ethyl ester C(C)OC(=O)C=1SC=C(N1)C1=CC(=C(C=C1)OCC)C#N